4-carboxy-2,2'-bipyridyl C(=O)(O)C1=CC(=NC=C1)C1=NC=CC=C1